ClC1=NC(=C(C2=C1CN1[C@@H](CO2)CN(CC1)C(=O)OC(C)(C)C)Cl)C1=C(C=CC=C1OC)F Tert-butyl (6aR)-1,4-dichloro-3-(2-fluoro-6-methoxyphenyl)-6a,7,9,10-tetrahydro-12H-pyrazino[2,1-c]pyrido[3,4-f][1,4]oxazepine-8(6H)-carboxylate